(S)-N-(pyrazinylformyl)-3-(2,3-dihydro-1,4-benzodioxol-6-yl)propionamido-D-leucine N1=C(C=NC=C1)C(=O)N([C@@H](CC(C)C)C(=O)O)NC(CCC1=COC2C(OCC2)=C1)=O